1-(3-(trifluoromethyl)oxetan-3-yl)-1H-1,2,3-triazol FC(C1(COC1)N1N=NC=C1)(F)F